C(C1=CC=CC=C1)O[C@@H](CNC(OC(C)(C)C)=O)C tert-butyl (R)-(2-(benzyloxy)propyl)carbamate